CC1=NC(=CC(=C1)NC1=NNC(=C1)C)N1C[C@@H](NCC1)C (S)-2-methyl-N-(5-methyl-1H-pyrazol-3-yl)-6-(3-methylpiperazin-1-yl)pyridin-4-amine